2-(2',3-dimethyl-2,4'-bipyridin-5-yl)N-(5-(pyrazin-2-yl)pyridin-2-yl)acetamide CC1=NC=CC(=C1)C1=NC=C(C=C1C)CC(=O)NC1=NC=C(C=C1)C1=NC=CN=C1